ClC1=CC(=C(COC2=CC=CC(=N2)C2=CC(=C(CC3=NC4=C(N3CCOCC(C)C)C=C(C=C4)C(=O)O)C=C2F)F)C=C1)F 2-(4-(6-((4-chloro-2-fluorobenzyl)oxy)pyridin-2-yl)-2,5-difluorobenzyl)-1-(2-isobutoxyethyl)-1H-benzo[d]imidazole-6-carboxylic acid